(19R)-5-chloro-3-ethyl-16-fluoro-10,19-dimethyl-20-oxa-3,4,9,10,11,23-hexaazapentacyclo[19.3.1.02,6.08,12.013,18]pentacosa-1(24),2(6),4,8,11,13,15,17,21(25),22-decaen-22-amine ClC1=NN(C=2C3=CN=C(C(O[C@@H](C4=CC(=CC=C4C4=NN(N=C4CC12)C)F)C)=C3)N)CC